Methyl 9-(1-(3-chlorophenyl)-1H-1,2,3-triazol-4-yl)-6-hydroxy-[1,2,4]triazolo[5,1-a]isoquinoline-5-carboxylate ClC=1C=C(C=CC1)N1N=NC(=C1)C1=CC=C2C(=C(N3C(C2=C1)=NC=N3)C(=O)OC)O